2,2'-[1,4,7-triazacyclodecane-1,7-diylbis(methylene)]bis[6-(aminomethyl)-4-methylphenol] N1(CCNCCN(CCC1)CC1=C(C(=CC(=C1)C)CN)O)CC1=C(C(=CC(=C1)C)CN)O